C(CCCCCCCCCCCCC)N 1-tetradecylamine